methyl 2-(9-tert-butoxycarbonyl-11-ethyl-1,9-diazatricyclo[6.3.1.04,12]dodeca-2,4,6,8(12)-tetraen-2-yl)-4-fluoro-pyrazolo[1,5-a]pyridine-3,6-dicarboxylate C(C)(C)(C)OC(=O)N1C=2C=CC=C3C=C(N(C(C1)CC)C32)C3=NN2C(C(=CC(=C2)C(=O)[O-])F)=C3C(=O)OC